C(C1=CC=CC=C1)N1C=NC2=C1CN(CC2)C(=O)OC(C)(C)C tert-butyl 3-benzyl-6,7-dihydro-3H-imidazo[4,5-c]pyridine-5(4H)-carboxylate